F[C@H]1CN(CC1)CC1=CC=C(C=C1)NC=1C=NC(=C(N1)NC)C=1C2=C(C=NC1)N(C=N2)C (R)-3-((4-((3-Fluoropyrrolidin-1-yl)methyl)phenyl)amino)-6-(3-methyl-3H-imidazo[4,5-c]pyridin-7-yl)-5-(methylamino)pyrazin